5-(4-(4-(2-(2-aminopyridin-3-yl)-5-(3,6-dihydro-2H-pyran-4-yl)-3H-imidazo[4,5-b]pyridin-3-yl)benzyl)piperazine-1-carbonyl)-2-hydroxybenzaldehyde NC1=NC=CC=C1C1=NC=2C(=NC(=CC2)C=2CCOCC2)N1C1=CC=C(CN2CCN(CC2)C(=O)C=2C=CC(=C(C=O)C2)O)C=C1